FC=1C=C2C(=NC=NC2=CC1)N1CC=2C=C(C=NC2[C@H](C1)C)N1CCOCC1 (S)-4-(6-(6-fluoroquinazolin-4-yl)-8-methyl-5,6,7,8-tetrahydro-1,6-naphthyridin-3-yl)morpholine